(Z)-tert-butyl (4,4-diethyl-6-oxotetrahydropyrimidin-2(1H)-ylidene)carbamate C(C)C1(N/C(/NC(C1)=O)=N/C(OC(C)(C)C)=O)CC